3-(2-(2-azaspiro[3.3]heptan-2-yl)ethyl)-5-methyl-6-oxopyridine C1N(CC12CCC2)CCC2=CNC(C(=C2)C)=O